BrC1=CC=CC=2C=3N(C(=NC12)NC=1C(N=CC=CC1)=O)N=C(N3)C3=CC=NC=C3 (3R)-3-{[7-bromo-2-(pyridin-4-yl)[1,2,4]triazolo[1,5-c]quinazolin-5-yl]amino}azepin-2-one